9-azabicyclo[3.3.1]-nonane-9-carboxylate C12CCCC(CCC1)N2C(=O)[O-]